5-(1-methylcyclopentyloxymethyloxycarbonyl)-7-oxo-bicyclo[2.2.1]Hept-2-ene CC1(CCCC1)OCOC(=O)C1C2C=CC(C1)C2=O